C1(=CC=CC=C1)CC(N)N 2-phenylethanediamine